C12NCC(C1N1C(=CC=3C(=NC=4C(=C(C(=CC4C31)CCC#N)C3=C(C(=CC=C3)Cl)Cl)F)C)C3N(C1CCC3C1)C(=O)C1CC1)C2 3-(1-(2-azabicyclo[2.1.1]hexan-5-yl)-2-(2-(cyclopropanecarbonyl)-2-azabicyclo[2.2.1]heptan-3-yl)-7-(2,3-dichlorophenyl)-6-fluoro-4-methyl-1H-pyrrolo[3,2-c]quinolin-8-yl)propanenitrile